ClC1=NC(=CC(=C1)C=1C(=NSN1)C(=O)OC)C1CC1 Methyl 4-(2-chloro-6-cyclopropylpyridin-4-yl)-1,2,5-thiadiazole-3-carboxylate